N1C=CC2=CC=CC=C12 azainden